2-[(2-iodoimidazol-1-yl)methoxy]ethyl-trimethylsilane IC=1N(C=CN1)COCC[Si](C)(C)C